5-(3-{(E)-2-[6-(benzyloxy)-7-methoxy-1,2,3,4-tetrahydroisoquinolin-1-yl]ethenyl}-4-methylphenyl)pyridine-3-carbonitrile C(C1=CC=CC=C1)OC=1C=C2CCNC(C2=CC1OC)/C=C/C=1C=C(C=CC1C)C=1C=C(C=NC1)C#N